5-(2-Fluoro-4-(1-methyl-1H-pyrazol-3-yl)benzyl)-4-oxo-4,5-dihydrofuro[3,2-c]pyridine-7-carboxylic acid FC1=C(CN2C(C3=C(C(=C2)C(=O)O)OC=C3)=O)C=CC(=C1)C1=NN(C=C1)C